4-(5-bromo-6-methoxy-2H-indazol-2-yl)cyclohexane-1-one BrC1=CC2=CN(N=C2C=C1OC)C1CCC(CC1)=O